rac-8-isopropoxy-7-(1H-pyrazol-4-yl)-N-(trans-2-(trifluoromethyl)cyclobutyl)-[1,2,4]triazolo[1,5-c]pyrimidin-2-amine C(C)(C)OC=1C=2N(C=NC1C=1C=NNC1)N=C(N2)N[C@H]2[C@@H](CC2)C(F)(F)F |r|